FC1(CCN(CC1)C(=O)C=1C=C2C(=NC1)N(C=C2)C=2C=CC(=NC2)C#N)F 5-(5-(4,4-difluoropiperidine-1-carbonyl)-1H-pyrrolo[2,3-b]pyridin-1-yl)picolinonitrile